OC1CC(=O)OC1(C)OCC 3-hydroxy-4-ethoxy-4-methylbutanolide